N=NNCCCCCCC triazadecene